7-hydroxy-5-methoxy-2-(naphthalene-2-yl)chroman-4-one OC1=CC(=C2C(CC(OC2=C1)C1=CC2=CC=CC=C2C=C1)=O)OC